COC(C(C)(C)[C@H]1CN(CC1)C=1C(=NC(=CC1)C1N=NN(C1CO)C)CC)=O 2-[(3S)-1-{2-ethyl-6-[5-(hydroxymethyl)-1-methyl-4,5-dihydro-1H-1,2,3-triazol-4-yl]pyridin-3-yl}pyrrolidin-3-yl]-2-methylpropanoic acid methyl ester